FC(C1=C(C=NC(=C1)C1=CC=NC2=CC=CC=C12)OC[C@](CC(C)C)(N)C)F (S)-1-((4-(difluoromethyl)-6-(quinolin-4-yl)pyridin-3-yl)oxy)-2,4-dimethylpentan-2-amine